5-bromo-3-((4-chloro-phenylimino)methyl)-2-hydroxyphenyl isobutyrate C(C(C)C)(=O)OC1=C(C(=CC(=C1)Br)C=NC1=CC=C(C=C1)Cl)O